(R)-2-((R)-1-((tert-Butoxycarbonyl)amino)propan-2-yl)-5-(4-chloro-3-cyanobenzoyl)-6-Methyl-4,5,6,7-tetrahydro-2H-pyrazolo[4,3-c]Pyridine-3-carboxylic acid ethyl ester C(C)OC(=O)C=1N(N=C2C1CN([C@@H](C2)C)C(C2=CC(=C(C=C2)Cl)C#N)=O)[C@@H](CNC(=O)OC(C)(C)C)C